1-[(2,4-difluorophenyl)methyl]-3-[(4-{[2-(2H3)methyl(1,1,1,3,3,3-2H6)propan-2-yl]oxy}phenyl)methyl]-1-(1-methylpiperidin-4-yl)urea FC1=C(C=CC(=C1)F)CN(C(=O)NCC1=CC=C(C=C1)OC(C([2H])([2H])[2H])(C([2H])([2H])[2H])C([2H])([2H])[2H])C1CCN(CC1)C